CC(=O)NC1=C(C=CC(=C1)C(=O)O)[O-] The molecule is a carboxylic acid anion resulting from the deprotonation of the carboxy group of 3-acetamido-4-hydroxybenzoic acid. The major microspecies at pH 7.3. It is a conjugate base of a 3-acetamido-4-hydroxybenzoic acid.